S-(3-(4-methoxyphenyl)prop-2-yn-1-yl)ethanethioate COC1=CC=C(C=C1)C#CCS=C(C)[O-]